NC1=CC(=C(C=C1)N1CCN(CC1)C(=O)OC(C)(C)C)C tertbutyl 4-(4-amino-2-methylphenyl)piperazine-1-carboxylate